6-[2-(4-azaspiro[2.5]octan-7-yl)pyrazolo[4,3-b]pyridine-5-yl]-2,8-dimethyl-imidazo[1,2-b]pyridazine C1CC12NCCC(C2)N2N=C1C(N=C(C=C1)C=1C=C(C=3N(N1)C=C(N3)C)C)=C2